N-(4-((2-(2-fluoropropan-2-yl)-6-methylpyrimidin-4-yl)amino)-5-(pyrimidin-4-yl)pyridin-2-yl)acetamide FC(C)(C)C1=NC(=CC(=N1)NC1=CC(=NC=C1C1=NC=NC=C1)NC(C)=O)C